FC1(C(NC[C@@H]1CN1N=C2N=C(C=CC2=C1)C1=C(C=C(C=C1C)C(F)(F)F)O)=O)F |o1:5| (R or S)-3,3-difluoro-4-((6-(2-hydroxy-6-methyl-4-(trifluoromethyl)phenyl)-2H-pyrazolo[3,4-b]pyridin-2-yl)methyl)pyrrolidin-2-one